(13S)-15-(2,6-difluorophenyl)-13-methyl-4,7-dioxa-9-thia-11,14-diazatricyclo[8.5.0.02,8]pentadeca-1(10),2(8),14-trien-12-imine FC1=C(C(=CC=C1)F)C1=N[C@H](C(NC=2SC=3OCCOCC3C12)=N)C